(rac)-7-((1-acryloyl-3-(2,3-dichloro-6-fluorophenyl)pyrrolidin-3-yl)amino)-2,4-dimethylphthalazin-1(2H)-one C(C=C)(=O)N1C[C@@](CC1)(C1=C(C(=CC=C1F)Cl)Cl)NC1=CC=C2C(=NN(C(C2=C1)=O)C)C |r|